N-(2-(3-(2-((1,5-dimethyl-1H-pyrazol-3-yl)amino)-5-methylpyrimidin-4-yl)-1H-indol-7-yl)-1-oxoisoindolin-4-yl)-5-methylisoxazole-4-carboxamide CN1N=C(C=C1C)NC1=NC=C(C(=N1)C1=CNC2=C(C=CC=C12)N1C(C2=CC=CC(=C2C1)NC(=O)C=1C=NOC1C)=O)C